ClC=1C=2N(C(=NN1)O)C=CC2 chloropyrrolo[1,2-d][1,2,4]triazin-4-ol